5-(benzyloxy)-N-cyclopentyl-2-methylbenzofuran-3-carboxamide C(C1=CC=CC=C1)OC=1C=CC2=C(C(=C(O2)C)C(=O)NC2CCCC2)C1